2,2'-diethoxy-1,1'-binaphthalene C(C)OC1=C(C2=CC=CC=C2C=C1)C1=C(C=CC2=CC=CC=C12)OCC